NC=1N=C(C2=C(N1)C=CN2CC2=C(C=C(C=C2)COCCOCCO)OC)NCCCCC 2-{2-[(4-{[2-Amino-4-(pentylamino)-5H-pyrrolo[3,2-d]pyrimidin-5-yl]methyl}-3-methoxyphenyl)methoxy]ethoxy}ethan-1-ol